(8R)-8-(2-fluorophenyl)-N-[(3S)-5-methyl-4-oxo-2,3-dihydro-1,5-benzoxazepin-3-yl]-6,8-dihydro-5H-[1,2,4]triazolo[5,1-c][1,4]oxazine-2-carboxamide FC1=C(C=CC=C1)[C@H]1OCCN2C1=NC(=N2)C(=O)N[C@H]2COC1=C(N(C2=O)C)C=CC=C1